AMINOQUINOLINE CCN(CC)CCCC(C)NC1C=C(/C=C/C2C=CC=CC=2Cl)N=C2C=C(Cl)C=CC=12